C(OC(CC(C)(OOC(C)(C)C)C)C)(OC(CC(C)(OOC(C)(C)C)C)C)=O di[1,3-dimethyl-3-(t-butylperoxy) butyl] carbonate